C(O)(O)=O.C(C)(C)OC=1C(C(=O)O)=CC=CC1.C(C)(C)OC=1C(C(=O)O)=CC=CC1 di-(iso-propyl salicylate) carbonate